FC1=CC=CC=2CC3C(C12)(C3)C3=CN=CN3 5-(2-fluoro-6,6a-dihydro-1aH-cyclopropa[1,2-a]inden-1a-yl)-1H-imidazole